E-11-tridecenyl acetate C(C)(=O)OCCCCCCCCCC\C=C\C